[C-]1(C=CC=C1)C1=C(C=CC=C1)N(C1=CC=CC=C1)C1=CC=CC=C1.[CH-]1C=CC=C1.[Fe+2] Ferrocenyl-triphenylamine